2-oxo-3-hydroxymethyl-7-(4-nitrobenzyloxy)-2H-benzopyran O=C1OC2=C(C=C1CO)C=CC(=C2)OCC2=CC=C(C=C2)[N+](=O)[O-]